CS(=O)(=O)NCC1=CC=C(C)C=C1 p-(methylsulfonylaminomethyl)toluene